ClCC1=NC(=NO1)C1=CC=C(C=C1)I 5-(chloromethyl)-3-(4-iodophenyl)-1,2,4-oxadiazole